9-methyl-9-isopropoxycarbonyl-tetracyclo[6.2.1.13,6.02,7]Dodec-4-ene CC1(C2C3C4C=CC(C3C(C1)C2)C4)C(=O)OC(C)C